C(C=C)(=O)OCC[N+](CC1=CC(=CC(=C1)CC=C)CC=C)(CCOC(C=C)=O)CCOC(C=C)=O tris(2-acryloyloxyethyl)(3,5-diallylbenzyl)ammonium